(3,4-epoxycyclohexyl)-ethyltriethoxysilane (R)-1-amino-1-oxopropan-2-yl-methanesulfonate NC([C@@H](C)CS(=O)(=O)O)=O.C1(CC2C(CC1)O2)C(C)O[Si](OCC)(OCC)CC